FC(C=1C=C(C=NC1)B(O)O)(F)F (5-(trifluoromethyl)pyridin-3-yl)boronic acid